6-(4-(Carboxy-difluoromethyl)-2-chlorophenyl)-3-chloropicolinic acid C(=O)(O)C(C1=CC(=C(C=C1)C1=CC=C(C(=N1)C(=O)O)Cl)Cl)(F)F